N1=CC=CC2=CC=CC(=C12)NC(C(C=C)C)=O N-(quinolin-8-yl)-2-methyl-3-butenamide